N-(3-(2-(m-tolyl)pyrrolidine-1-carbonyl)bicyclo[1.1.1]-pentan-1-yl)acetamide C1(=CC(=CC=C1)C1N(CCC1)C(=O)C12CC(C1)(C2)NC(C)=O)C